2-(chloromethyl)-6-ethyl-4H-pyrazolo[1,5-a]pyrimidin-5-one ClCC1=NN2C(NC(C(=C2)CC)=O)=C1